ClC=1C=NN2C1CN(CCC2)S(=O)(=O)C2=C(C=CC=C2)[N+](=O)[O-] 3-chloro-5-(2-nitrophenyl)sulfonyl-4,6,7,8-tetrahydropyrazolo[1,5-a][1,4]diazepine